CC=1C=CC(=NC1C1=CC=C(C=C1)C1=CNC2=NC=C(C=C21)C=2C=CC1=C(CC[C@H](CC1)N1C3COCC1C3)C2)C(=O)N 5-Methyl-6-(4-{5-[(7S)-7-{3-oxa-6-azabicyclo[3.1.1]heptan-6-yl}-6,7,8,9-tetrahydro-5H-benzo[7]annulen-2-yl]-1H-pyrrolo[2,3-b]pyridin-3-yl}phenyl)pyridine-2-carboxamide